N[C@@H](CCC(=O)N[C@@H](CSCC1C=CC(Br)=CC=1)C(=O)NCC(=O)O)C(=O)O S-(p-bromobenzyl)glutathione